ClC=1C(=C(C(=C(C1)C(C)N1N=C(C=2C1=NC=NC2)C)OC)C2CN(C2)C(=O)C=2C=NNC2)C 1-(1-{5-Chloro-2-methoxy-4-methyl-3-[1-(1H-pyrazol-4-ylcarbonyl)azetidin-3-yl]phenyl}ethyl)-3-methyl-1H-pyrazolo[3,4-d]pyrimidin